COC=1C=C(C=C(C1C(NCC(F)(F)F)=O)OC)C1=CN=C2N1C=CC(=C2)C=2C=NN(C2)CCCC(=O)OCC ethyl 4-[4-[3-[3,5-dimethoxy-4-(2,2,2-trifluoroethyl-carbamoyl) phenyl]imidazo[1,2-a]pyridin-7-yl]pyrazol-1-yl]butanoate